CC=1C=CC=C2C=CC=C(C12)N1CC=2N=C(N=C(C2CC1)N1CC2CCC(C1)N2C(=O)OC(C)(C)C)OC[C@H]2N(CCC2)C tert-butyl 3-(7-(8-methylnaphthalen-1-yl)-2-(((S)-1-methylpyrrolidin-2-yl) methoxy)-5,6,7,8-tetrahydropyrido[3,4-d]pyrimidin-4-yl)-3,8-diazabicyclo[3.2.1]octane-8-carboxylate